C1(CC1)N1C(C2=C(C=C1C(F)(F)F)N=C(N2C)C2=C(C=C(C=N2)OC(C#N)(C)C)[S@](=O)(=N)CC)=O (S)-2-[[6-[5-cyclopropyl-3-methyl-4-oxo-6-(trifluoromethyl)imidazo[4,5-c]pyridin-2-yl]-5-(ethylsulfonimidoyl)-3-pyridyl]oxy]-2-methyl-propanenitrile